2-((1S,4S,5R)-5-((1-Cyclopropyl-4-(2,6-dichlorophenyl)-1H-1,2,3-triazol-5-yl)methoxy)-2-azabicyclo[2.2.1]heptan-2-yl)-4-((R)-tetrahydrofuran-3-yl)benzo[d]thiazol C1(CC1)N1N=NC(=C1CO[C@H]1[C@@H]2CN([C@H](C1)C2)C=2SC1=C(N2)C(=CC=C1)[C@@H]1COCC1)C1=C(C=CC=C1Cl)Cl